(S)-1-(4-(benzylsulfanyl)phenoxy)-3-phenylprop-2-ylcarbamic acid tert-butyl ester C(C)(C)(C)OC(N[C@H](COC1=CC=C(C=C1)SCC1=CC=CC=C1)CC1=CC=CC=C1)=O